COC1=CC2=C(N(C=N2)C2=CC=C(C(=N2)NCCCCO)CO)C=C1OC 4-((6-(5,6-dimethoxy-1H-benzo[d]imidazol-1-yl)-3-(hydroxymethyl)pyridin-2-yl)amino)butan-1-ol